1-[3-(trifluoromethylthio)phenyl]piperazine FC(SC=1C=C(C=CC1)N1CCNCC1)(F)F